P(=O)(OCC1=CC(=C(C(=C1)C(C)(C)C)O)C(C)(C)C)([O-])[O-] (3,5-di-t-butyl-4-hydroxybenzyl) phosphate